(R)-tert-butyl 4-(2-(4-((2-cyanoprop-2-yl) amino)-2-isopropylphenoxy) ethyl)-2-methylpiperazine-1-carboxylate C(#N)C(C)(C)NC1=CC(=C(OCCN2C[C@H](N(CC2)C(=O)OC(C)(C)C)C)C=C1)C(C)C